CC1=NC(=NO1)C=1N=C(SC1)OCCCN1CCN(CC1)C1=NSC2=C1C=CC=C2 3-(4-{3-[4-(5-Methyl-[1,2,4]oxadiazol-3-yl)-thiazol-2-yloxy]-propyl}-piperazin-1-yl)-benzo[d]isothiazole